1-(3,4-dihydroquinoxaline-1(2H)-yl)-3-methylbutan-1-one N1(CCNC2=CC=CC=C12)C(CC(C)C)=O